OC=1C(NC=NC1C1(CC1)CC1=CC=C(C=C1)C#CC1=CC=C(C=C1)CN1CCOCC1)=O 5-hydroxy-6-(1-(4-((4-(morpholinomethyl)phenyl)ethynyl)benzyl)cyclopropyl)pyrimidin-4(3H)-one